BrC1=C(C=CC=C1)OC bromo-anisole